(Z)-9-(2-chloro-3,4-bis((4-methoxybenzyl)oxy)phenyl)-1-(4-methoxyphenyl)-3-oxo-2,7-dioxa-4,8-diazadec-8-en-10-oic acid ClC1=C(C=CC(=C1OCC1=CC=C(C=C1)OC)OCC1=CC=C(C=C1)OC)/C(=N/OCCNC(OCC1=CC=C(C=C1)OC)=O)/C(=O)O